4-((S)-6-(3-(difluoromethoxy)-5-methylphenyl)-4-((3-(trifluoromethyl)phenyl)sulfonyl)-3,4-dihydro-2H-benzo[b][1,4]oxazin-2-yl)bicyclo[2.2.1]heptane-1-carboxylic acid FC(OC=1C=C(C=C(C1)C)C1=CC2=C(O[C@H](CN2S(=O)(=O)C2=CC(=CC=C2)C(F)(F)F)C23CCC(CC2)(C3)C(=O)O)C=C1)F